(6-bromopyridin-2-yl)(morpholino)methanone (1S,2S,4S,6S)-2-acetoxy-4-(acetoxymethyl)-6-propoxycyclohexyl-pivalate C(C)(=O)O[C@@H]1[C@H]([C@H](C[C@@H](C1)COC(C)=O)OCCC)CC(C(=O)O)(C)C.BrC1=CC=CC(=N1)C(=O)N1CCOCC1